2-[4-[4-Amino-2-(4-fluoroanilino)thiazole-5-carbonyl]phenoxy]acetic acid ethyl ester C(C)OC(COC1=CC=C(C=C1)C(=O)C1=C(N=C(S1)NC1=CC=C(C=C1)F)N)=O